NC1=NC=NN2C1=C(C=C2C=2C=C(C(=NC2)OC)C(=O)NC2CN(CC2F)CC2=CC=C(C=C2)Cl)C(F)(F)F 5-[4-amino-5-(trifluoromethyl)pyrrolo[2,1-f][1,2,4]triazin-7-yl]-N-{1-[(4-chlorophenyl)methyl]-4-fluoropyrrolidin-3-yl}-2-methoxypyridine-3-carboxamide